C(C)(C)(C)N1CCN(CC1)CCCOC=1C=C2C(=CC=NC2=CC1)C(NCC(=O)C1[C@@H](CC(C1)(F)F)C#N)=O tert-butyl-4-(3-((4-((2-((2R)-2-cyano-4,4-difluorocyclopentyl)-2-oxoethyl)carbamoyl)quinolin-6-yl)oxy)propyl)piperazine